(2',3',5'-triacetyl-beta-D-ribofuranosyl)-nicotinamide C(C)(=O)[C@@]1([C@@H](O[C@@H]([C@]1(O)C(C)=O)C(O)C(C)=O)C1=C(C(=O)N)C=CC=N1)O